ClC1=CC=C(C=C1)CC(C)(C)NC([C@H](C1=CC=CC=C1)NC(OC(C)(C)C)=O)=O tert-butyl (S)-(2-((1-(4-chlorophenyl)-2-methylpropan-2-yl)amino)-2-oxo-1-phenylethyl)carbamate